C(C)(C)(C)OC(NCCOC1=CC=C(C=C1)C1=CC=C(C=C1)NC=1C2=C(N=C(N1)N1CC(OCC1)C1CC1)C(N(C2)C(C)C)=O)=O tert-butyl{2-[(4'-{[2-(2-cyclopropylmorpholin-4-yl)-7-oxo-6-(propan-2-yl)-6,7-dihydro-5H-pyrrolo[3,4-d]pyrimidin-4-yl]amino}[1,1'-biphenyl]-4-yl)oxy]ethyl}carbamate